1-Boc-ethylpiperazine C(=O)(OC(C)(C)C)C(C)N1CCNCC1